NC1CCN(CC1)CC 1-(4-aminopiperidin-1-yl)ethan